tert-Butyl-(3R)-pyrrolidin C(C)(C)(C)N1CCCC1